1-(2-chlorophenyl)-4-(methylamino)-7-(trifluoromethyl)pyrido[2,3-d]pyrimidin-2(1H)-one ClC1=C(C=CC=C1)N1C(N=C(C2=C1N=C(C=C2)C(F)(F)F)NC)=O